tert-butyl (2-((tert-butyldimethylsilyl)oxy)ethyl)((6-fluoro-1-tosyl-1H-indol-4-yl)methyl)carbamate [Si](C)(C)(C(C)(C)C)OCCN(C(OC(C)(C)C)=O)CC1=C2C=CN(C2=CC(=C1)F)S(=O)(=O)C1=CC=C(C)C=C1